Bis[2,6-difluoro-3-(1-pyrryl)phenyl]titanium (IV) FC1=C(C(=CC=C1N1C=CC=C1)F)[Ti+2]C1=C(C(=CC=C1F)N1C=CC=C1)F